3-amino-4-(4-(1-(2-(dimethylamino)-2-carboxyethyl)-1H-pyrazol-4-yl)phenoxy)thieno[2,3-b]pyridine-2-carboxamide NC1=C(SC2=NC=CC(=C21)OC2=CC=C(C=C2)C=2C=NN(C2)CC(C(=O)O)N(C)C)C(=O)N